FC=1C=CC2=C(CCNS2(=O)=O)C1 6-fluoro-3,4-dihydro-2H-1λ6,2-benzothiazine-1,1-dione